(7s,9r)-7-(4-(2-(3,3-difluorocyclobutyl)-2H-tetrazol-5-yl)-4-(trifluoromethyl)piperidine-1-carbonyl)-9-hydroxy-6-azaspiro[3.5]nonane-6-carboxylic acid tert-butyl ester C(C)(C)(C)OC(=O)N1CC2(CCC2)[C@@H](C[C@H]1C(=O)N1CCC(CC1)(C(F)(F)F)C=1N=NN(N1)C1CC(C1)(F)F)O